COC1=C(C=CC(=C1)OC)CSC=1C=NC=C(C1)SC(F)(F)F 3-[(2,4-Dimethoxyphenyl)methylsulfanyl]-5-(trifluoromethylsulfanyl)pyridine